C1C(CC2CCCCC12)CC(=O)OC methyl 2-(octahydro-1H-inden-2-yl)acetate